2-{3-[(3S,5R)-3-cyclopropyl-5-methylpiperazin-1-yl]-1,2,4-triazin-6-yl}-5-(2,6-dimethoxypyrimidin-4-yl)phenol C1(CC1)[C@H]1CN(C[C@H](N1)C)C=1N=NC(=CN1)C1=C(C=C(C=C1)C1=NC(=NC(=C1)OC)OC)O